CS(=O)(=O)C1=CC(=C(C=C1)NCC#CC=1N(C=2C=CC=C(C2C1)NC1CCN(CC1)C)CC1OC1)OC 2-{3-[(4-methanesulfonyl-2-methoxyphenyl)amino]prop-1-yn-1-yl}-N-(1-methyl-piperidin-4-yl)-1-[(oxiran-2-yl)methyl]-1H-indol-4-amine